C(C)OC1=C(C(=O)NCC2=CC(=CC=C2)C=2SC=CN2)C=C(C=C1)NCC(C)C 2-ethoxy-5-(isobutylamino)-N-(3-(thiazol-2-yl)benzyl)benzamide